C(C)(C)(C)NC(CN(C)C=1C2=C(N=C(N1)C1=NC(=CC=C1)OCCO)CCC2)=O N-tert-butyl-2-([2-[6-(2-hydroxyethoxy)pyridin-2-yl]-5H,6H,7H-cyclopenta[d]pyrimidin-4-yl](methyl)amino)acetamide